C(C1=CC=CC=C1)N(C(C#CC1=CC=CC=C1)=O)C1=NOC(=N1)C=1SC=CC1 N-benzyl-3-phenyl-N-(5-(thiophen-2-yl)-1,2,4-oxadiazol-3-yl)propiolamide